6-(2-hydroxy-2-methylpropyloxy)-4-(6-(1-imino-1-thiomorpholino)pyridin-3-yl)pyrazolo[1,5-a]pyridine-3-carbonitrile OC(COC=1C=C(C=2N(C1)N=CC2C#N)C=2C=NC(=CC2)N2CCS(CC2)=N)(C)C